3-methyl-2-(2,2,7-trifluoro-3-oxo-6-(perfluorophenyl)-2,3-dihydro-4H-benzo[b][1,4]oxazin-4-yl)butanoate CC(C(C(=O)[O-])N1C2=C(OC(C1=O)(F)F)C=C(C(=C2)C2=C(C(=C(C(=C2F)F)F)F)F)F)C